5-bromo-N-((6-(4-methylpiperazin-1-yl)pyridin-2-yl)methyl)-7-((2-(trimethylsilyl)ethoxy)methyl)-7H-pyrrolo[2,3-d]pyrimidin-4-amine BrC1=CN(C=2N=CN=C(C21)NCC2=NC(=CC=C2)N2CCN(CC2)C)COCC[Si](C)(C)C